CC=1CCCC(C1)C1=C(C=C(C=C1OCN(C(OCCOCCOCCOCCOC)=O)C)CCCCC)OCN(C(OCCOCCOCCOCCOC)=O)C di(2,5,8,11-tetraoxatridecan-13-yl) (((5'-methyl-4-pentyl-1',2',3',4'-tetrahydro-[1,1'-biphenyl]-2,6-diyl)bis(oxy))bis(methylene))bis(methyl carbamate)